CO[C@H]1[C@H]([C@@H](O[C@@H]1CO)N1C(=O)N=C(N)C=C1)O 3'-O-methyl-cytidine